(3,3-difluoropiperidin-4-yl)(methyl)carbamic acid tert-butyl ester C(C)(C)(C)OC(N(C)C1C(CNCC1)(F)F)=O